(1-(6-chloro-2-(hydroxymethyl)thieno[2,3-b]pyridin-4-yl)cyclobutyl)methanol ClC1=CC(=C2C(=N1)SC(=C2)CO)C2(CCC2)CO